tert-butyl (3R)-3-[(7-hydroxy-1,8-naphthyridin-3-yl)amino]pyrrolidine-1-carboxylate OC1=CC=C2C=C(C=NC2=N1)N[C@H]1CN(CC1)C(=O)OC(C)(C)C